FC(C1C(CCC(C1)N)N)(F)F 2-trifluoromethyl-1,4-cyclohexanediamine